COC=1C=NC=NC1 5-Methoxypyrimidine